FC1=C(C=CC(=C1)F)C(CC(=O)O)C1=CC(=C(C=C1)C)CN1C[C@H](OC2=C(C1)C=CC=C2)CC 3-(2,4-difluorophenyl)-3-(3-(((R)-2-ethyl-2,3-dihydrobenzo[f][1,4]oxazepin-4(5H)-yl)methyl)-4-methylphenyl)propanoic acid